3-{3-[(benzyloxy)methyl]-1-ethyl-1H-pyrazol-5-yl}-1-methyl-1H-1,2,4-triazole C(C1=CC=CC=C1)OCC1=NN(C(=C1)C1=NN(C=N1)C)CC